1,2-dichlorooctyne ClCC(C#CCCCC)Cl